tert-butyl 2-((tert-butoxycarbonyl)oxy)-6-(cyclopropyloxymethyl)-3-(prop-1-en-2-yl)benzoate C(C)(C)(C)OC(=O)OC1=C(C(=O)OC(C)(C)C)C(=CC=C1C(=C)C)COC1CC1